NC1=C2N=CN(C2=NC(=N1)F)[C@H]1C[C@@H]([C@@](O1)(C#C)CO[P@](=O)(OC1=CC=CC=C1)N[C@@H](C)C(=O)OC(C)C)OC(=O)OC(CCC)CCC Isopropyl ((S)-(((2R,3S,5R)-5-(6-amino-2-fluoro-9H-purin-9-yl)-2-ethynyl-3-(((heptan-4-yloxy)carbonyl)oxy) tetrahydrofuran-2-yl)methoxy)(phenoxy)phosphoryl)-L-alaninate